tert-Butyl 4-((2-(((methylsulfonyl)oxy)methyl)pyridin-4-yl)oxy)piperidine-1-carboxylate CS(=O)(=O)OCC1=NC=CC(=C1)OC1CCN(CC1)C(=O)OC(C)(C)C